C(CCCCCCCCCC)C(C(=O)[O-])(C(=O)[O-])CCCCCCCCCCC.[Na+].[Na+] sodium 2,2-diundecylmalonate